CC(=C(CCCC)C(=O)[O-])C(=O)[O-] hept-2-ene-2,3-dicarboxylat